C(C)OC(=O)C=1SC(=C(N1)C(=O)N1[C@H](CCC1)C)C=1C=NC(=CC1C(F)F)N[C@@H](C(F)(F)F)C1CC1 5-(6-(((R)-1-cyclopropyl-2,2,2-trifluoroethyl)amino)-4-(difluoromethyl)pyridin-3-yl)-4-((S)-2-Methylpyrrolidine-1-carbonyl)thiazole-2-carboxylic acid ethyl ester